3,5-dimethyl-4-(4,4,5,5-tetramethyl-1,3,2-dioxa-borolan-2-yl)isoxazole CC1=NOC(=C1B1OC(C(O1)(C)C)(C)C)C